ClC1=CC(=C2C(=N1)C(=C(S2)C(CO)C)C)N(C(OC(C)(C)C)=O)CC=2OC=CC2 tert-butyl (5-chloro-2-(1-hydroxypropan-2-yl)-3-methylthieno[3,2-b]pyridin-7-yl)(furan-2-ylmethyl)carbamate